C1(CC1)C1=CC(=CC(=N1)C=1OC2=C(N1)C=C(C(=C2C)F)C(=O)OC)C2=C(C=C(C=C2)F)C2=NN=CN2C Methyl 2-{6-cyclopropyl-4-[4-fluoro-2-(4-methyl-1,2,4-triazol-3-yl)phenyl]pyridin-2-yl}-6-fluoro-7-methyl-1,3-benzoxazole-5-carboxylate